NC1=C(C(=O)N[C@@H](C)C(=O)NCC(=O)N[C@@H](CC(C)C)C(=O)N[C@@H](C)C(=O)[N-]CC2=CC=C(C=C2)[N+](=O)[O-])C=CC=C1 2-Aminobenzoyl-L-Alanyl-Glycyl-L-Leucyl-L-Alanyl-para-Nitro-Benzyl-Amide